(S)-3-(2-(pyridin-2-yl)dipyrrolo[2,3-b:2',3'-d]pyridin-1(6H)-yl)piperidine N1=C(C=CC=C1)C1=CC=2C(=C3C(=NC2)NC=C3)N1[C@@H]1CNCCC1